C(=CCCCCCCCC)C(C(=O)O)CCCC(=O)O decenyl-hexanedioic acid